tert-butyl 3-(7-chloro-1-(2-methylpyridin-3-yl)-2,4-dicarbonyl-1,2,3,4-tetrahydroquinazolin-5-yl)propionate ClC1=CC(=C2C(NC(N(C2=C1)C=1C(=NC=CC1)C)=C=O)=C=O)CCC(=O)OC(C)(C)C